2-(pyrrolidinoethyl)styrene trans-tert-butyl-2-(2-bromo-6-chloropyridin-4-yl)-6-((methylsulfonyl)methyl)morpholine-4-carboxylate C(C)(C)(C)OC(=O)N1C[C@H](O[C@@H](C1)CS(=O)(=O)C)C1=CC(=NC(=C1)Cl)Br.N1(CCCC1)CCC1=C(C=C)C=CC=C1